[IH2+].CC1=NC2=CC=CC=C2C(=C1)C1=CC=CC=C1 methyl-4-phenylquinoline iodonium salt